OC1=C2C=CC=NC2=C2N=CC=CC2=C1 5-hydroxy-1,10-phenanthroline